2-O-α-D-glucopyranosyl-L-ascorbate [C@H]1([C@H](O)[C@@H](O)[C@H](O)[C@H](O1)CO)OC=1C(=O)O[C@@H](C1[O-])[C@@H](O)CO